lignoceryl arachidonate C(CCC\C=C/C\C=C/C\C=C/C\C=C/CCCCC)(=O)OCCCCCCCCCCCCCCCCCCCCCCCC